N[C@H](C)C(=O)OC(C)(C)C t-butyl D-alaninate